C(C)(C)C1=C(C=C(C=C1)\C=C\C=1C=NC=NC1)O (E)-2-isopropyl-5-[2-(pyrimidin-5-yl)vinyl]phenol